4-((5-((1H-1,2,4-triazol-1-yl)methyl)-2,4-difluorobenzyl)oxy)phenyl sulfurofluoridate S(OC1=CC=C(C=C1)OCC1=C(C=C(C(=C1)CN1N=CN=C1)F)F)(=O)(=O)F